(d)-4,4'-(ethane-1,2-diylbis(azanediyl))bis(3-aminobenzamide) C(CNC1=C(C=C(C(=O)N)C=C1)N)NC1=C(C=C(C(=O)N)C=C1)N